2-Methacryloxyethyl-triethoxysilan C(C(=C)C)(=O)OCC[Si](OCC)(OCC)OCC